NC=1C(=NC(=CN1)OC)B(O)O 3-AMINO-6-METHOXYPYRAZIN-2-YLBORONIC ACID